C(CCCCCCCCCC(C)C)OCCCN 3-isotridecoxypropan-1-amine